4'-chloro-2-hydroxy-4-methoxybenzophenone ClC1=CC=C(C=C1)C(C1=C(C=C(C=C1)OC)O)=O